S1C=NC(=C1)C(=O)N1C(C2(CC1)CCNCC2)=O 1,3-thiazole-4-carbonyl-2,8-diazaspiro[4.5]decan-1-one